N1(CC1)CCC(=O)O.N1(CC1)CCC(=O)O.N1(CC1)CCC(=O)O.C(O)C(CO)(CO)CO tetramethylolmethane-tris((β-aziridinyl) propionate)